CC1=CC=C(C=C1)S(=O)(=O)[O-].OC1=CC=C(C=C1)[S+](C)C 4-Hydroxyphenyldimethylsulfonium p-toluenesulfonate